1-(4-Fluoropyridin-2-yl)ethanone FC1=CC(=NC=C1)C(C)=O